(S)-(3-(2-((1-cyclohexyl-2-hydroxyethyl)amino)-5-(trifluoromethyl)pyrimidin-4-yl)-1H-indol-7-yl)dimethylphosphine oxide C1(CCCCC1)[C@@H](CO)NC1=NC=C(C(=N1)C1=CNC2=C(C=CC=C12)P(C)(C)=O)C(F)(F)F